C(C)(C)(C)OC(=O)N[C@H]1[C@H]([C@H]/2CC[C@@H]1\C2=C/C2CC2)C(=O)N(C(OC(C)(C)C)=O)C2=CC(=C(C=C2)F)C(F)(F)F tert-butyl ((1R,2S,3R,4R,Z)-3-((tert-butoxycarbonyl)amino)-7-(cyclopropylmethylene)bicyclo[2.2.1]heptane-2-carbonyl)(4-fluoro-3-(trifluoromethyl)phenyl)carbamate